3,4-bis(4-methoxyphenyl)-2,5-diphenylcyclopenta-2,4-dienone COC1=CC=C(C=C1)C1=C(C(C(=C1C1=CC=C(C=C1)OC)C1=CC=CC=C1)=O)C1=CC=CC=C1